CN1CCN(CCC1)C1=CC=C(N)C=C1 4-(4-methyl-1,4-diazepan-1-yl)aniline